1-(4-azidobenzyl)-5,6-bis(2-(2-(2-methoxyethoxy)-ethoxy)ethoxy)-1H-benzo[d]imidazole N(=[N+]=[N-])C1=CC=C(CN2C=NC3=C2C=C(C(=C3)OCCOCCOCCOC)OCCOCCOCCOC)C=C1